C(C=C)(=O)OC(CCCCC)OC(C=C)=O monohexanediol diacrylate